2-(2-(4'-((4-methylpiperazin-1-yl)methyl)-[1,1'-biphenyl]-3-carboxamido)phenyl)acetic acid CN1CCN(CC1)CC1=CC=C(C=C1)C1=CC(=CC=C1)C(=O)NC1=C(C=CC=C1)CC(=O)O